N2-((3-(bromomethyl)oxetan-3-yl)methyl)-N4-(4-fluorophenyl)biphenyl-2,4-diamine BrCC1(COC1)CNC=1C(=CC=C(C1)NC1=CC=C(C=C1)F)C1=CC=CC=C1